C1(=CC=CC=C1)CC(=O)N phenylacetamide